1-(4-(fluoromethyl)phenyl)ethan-1-ol FCC1=CC=C(C=C1)C(C)O